(R)-4-(2-(ethoxymethoxy)-4-methylphenyl)-N-(1-methylpiperidin-3-yl)phthalazin-1-amine C(C)OCOC1=C(C=CC(=C1)C)C1=NN=C(C2=CC=CC=C12)N[C@H]1CN(CCC1)C